6-[4-(1-hydroxycyclopropyl)pyrazol-1-yl]-N-(1-methylindazol-7-yl)pyridine-3-sulfonamide OC1(CC1)C=1C=NN(C1)C1=CC=C(C=N1)S(=O)(=O)NC=1C=CC=C2C=NN(C12)C